P(=O)(O)(O)OC=1C(=C2C=CC=CC2=CC1C1=CC(=CC(=C1)C)C)C1=CC(=CC2=CC=CC=C12)C1=CC(=CC(=C1)C)C (S)-3,3'-bis(3,5-dimethylphenyl)-1,1'-binaphthol phosphate